(3S)-1-{4-[(2S)-2,3-dihydro-1,4-benzodioxin-2-yl]benzyl}piperidine O1[C@H](COC2=C1C=CC=C2)C2=CC=C(CN1CCCCC1)C=C2